2-(1-Isopropylhydrazino)pyrimidine tert-butyl-(S)-2-((((9H-fluoren-9-yl)methoxy)carbonyl)amino)-3-(4-(trifluoromethoxy)phenyl)propanoate C(C)(C)(C)OC([C@H](CC1=CC=C(C=C1)OC(F)(F)F)NC(=O)OCC1C2=CC=CC=C2C=2C=CC=CC12)=O.C(C)(C)N(N)C1=NC=CC=N1